N-[(5-chlorothiophen-2-yl)methyl]-3-(1-methanesulfonylazetidin-3-yl)-1H-pyrazol-5-amine ClC1=CC=C(S1)CNC1=CC(=NN1)C1CN(C1)S(=O)(=O)C